C(C)(C)(C)N1C(C2=CC=C(C=C2C1COC)Br)=O tert-butyl-5-bromo-3-(methoxymethyl)-1-oxoisoindoline